OC(=O)C(F)(F)F.OCC(=O)N(CCN1C2CC(CC1CC2)C=2C=C(C(=O)N)C=CC2)CC2CCC(CC2)C(F)(F)F 3-endo-(8-{2-[(2-hydroxy-acetyl)(4-trifluoromethyl-cyclohexyl-methyl)amino]ethyl}-8-azabicyclo[3.2.1]oct-3-yl)-benzamide TFA salt